CN1CC(N(CCC1)CCCNC1=NC(=NC=C1C(F)(F)F)NC=1C(=NN(C1)C1CCN(CC1)C)C)=O 4-methyl-1-(3-((2-((3-methyl-1-(1-methylpiperidin-4-yl)-1H-pyrazol-4-yl)amino)-5-(trifluoromethyl)pyrimidin-4-yl)amino)propyl)-1,4-diazepan-2-one